3-((3-cyclopropylpyridin-2-yl)oxy)-2,2-difluoro-N-((2R,4R)-2-methylpiperidin-4-yl)propanamide HCl salt Cl.C1(CC1)C=1C(=NC=CC1)OCC(C(=O)N[C@H]1C[C@H](NCC1)C)(F)F